N-((1R,2R,4S)-7-cyano-7-azabicyclo[2.2.1]heptan-2-yl)-2-(3,5-dichlorophenyl)-2-azabicyclo[3.1.0]hexane-4-carboxamide C(#N)N1[C@H]2[C@@H](C[C@@H]1CC2)NC(=O)C2CN(C1CC21)C2=CC(=CC(=C2)Cl)Cl